N-(2-(4-fluoro-7-(methoxy-d3)naphthalen-1-yl)ethyl)acetamide FC1=CC=C(C2=CC(=CC=C12)OC([2H])([2H])[2H])CCNC(C)=O